FC1=CC=C(C=C1)C(N1C[C@@H](N(C[C@@H]1C)C1=CC(N(C=2C=CC(=NC12)C#N)C)=O)C)C1=CC=CC=C1 |&1:13| 8-[(2S,SR)-4-[(4-fluorophenyl)(phenyl)methyl]-2,5-dimethylpiperazin-1-yl]-5-methyl-6-oxo-5,6-dihydro-1,5-naphthyridine-2-carbonitrile